Pyridinenitrile N1=C(C=CC=C1)C#N